ClC=1C=CC=2N(N1)C(=CN2)C2=CC(=NC=C2)C2=CC=CC=C2 6-chloro-3-(2-phenylpyridin-4-yl)imidazo[1,2-b]pyridazine